C1(CC1)CC=1N(C(=CC1C=1OC=C(N1)C(=O)O)C1=CC(=CC=C1)C#CC1CC(C1)(F)F)CC1=CC(=C(C=C1)S(N)(=O)=O)F 2-(2-(cyclopropylmethyl)-5-(3-((3,3-difluorocyclobutyl)ethynyl)phenyl)-1-(3-fluoro-4-sulfamoylbenzyl)-1H-pyrrol-3-yl)oxazole-4-carboxylic acid